2',2'''-(pyridine-2,6-diyl)bis(3-((3r,5r,7r)-adamantan-1-yl)-5-methyl-[1,1'-biphenyl]-2-ol) N1=C(C=CC=C1C1=C(C=CC=C1)C=1C(=C(C=C(C1)C)C12CC3CC(CC(C1)C3)C2)O)C2=C(C=CC=C2)C=2C(=C(C=C(C2)C)C23CC1CC(CC(C2)C1)C3)O